N1=C([N+](=C(C=C1)N)[O-])N 2,4-pyrimidinediamine 3-oxide